C(CC)[SiH](O[Si](C)(C)O[SiH](C)C)O[Si](C)(C)C n-propyl-(trimethylsilyloxy)[(dimethylsiloxy)dimethylsiloxy]silane